2,6-dimethyloctane-1,8-diol CC(CO)CCCC(CCO)C